cis-2-nonadecene-1,19-dicarboxylic acid C(\C=C/CCCCCCCCCCCCCCCCC(=O)O)C(=O)O